COCN(CC[Si](C)(C)C)CC1=CC=CC=C1 N-methoxymethyl-1-phenyl-N-(trimethylsilylethyl)methylamine